tert-butyl 4-((1r,4r)-4-(5-amino-6-methoxy-2H-indazol-2-yl)cyclohexyl)piperazine-1-carboxylate NC1=CC2=CN(N=C2C=C1OC)C1CCC(CC1)N1CCN(CC1)C(=O)OC(C)(C)C